3-Chloro-6-methyl-11-(methylamino)-6,11-dihydrodibenzo[c,f][1,2]thiazepine 5,5-dioxide ClC1=CC2=C(C(C3=C(N(S2(=O)=O)C)C=CC=C3)NC)C=C1